ClC=1C=CC(=C(C1)N1CCN(CC1)CCCCN1C(C=2C(C1=O)=CC=CC2)=O)C N-{4-[4-(5-chloro-2-methylphenyl)piperazinyl]Butyl}phthalimide